(E)-4-([1,1'-biphenyl]-4-yl)-N,N-diethyl-2,2-difluoro-4-thiocyanobut-3-enamide C1(=CC=C(C=C1)\C(=C/C(C(=O)N(CC)CC)(F)F)\SC#N)C1=CC=CC=C1